(R)-N-(4-(methylamino)butan-2-yl)-5-(4-(trifluoromethyl)phenoxy)-2-naphthamide CNCC[C@@H](C)NC(=O)C1=CC2=CC=CC(=C2C=C1)OC1=CC=C(C=C1)C(F)(F)F